(R)-1-(4-((4-((S)-2-acetoxy-3-chloropropoxy)-3,5-dichlorophenyl)sulfonyl)phenoxy)-3-morpholinopropan-2-yl acetate C(C)(=O)O[C@@H](COC1=CC=C(C=C1)S(=O)(=O)C1=CC(=C(C(=C1)Cl)OC[C@@H](CCl)OC(C)=O)Cl)CN1CCOCC1